C(CCCCCCC)OC(C)(C)C t-butyl octyl ether